4-[2-(isopropylsulfonyl)phenyl]-2,4-pyrimidinediamine C(C)(C)S(=O)(=O)C1=C(C=CC=C1)C1(NC(=NC=C1)N)N